C(C)(=O)C(=O)[C@](O)([C@@](O)([C@](O)([C@H](O)COC(C)=O)C(C)=O)C(C)=O)C(C)=O 1,2,3,4,6-O-pentaacetyl-D-glucose